C(C)ON=C(C(=O)[O-])C#N EthylCyanoglyoxylate-2-Oxime